OC1CN(CCC1(COS(=O)(=O)C1=CC=C(C)C=C1)O)C(=O)OC(C)(C)C tert-Butyl 3,4-dihydroxy-4-((4-toluenesulfonyloxy)-methyl)piperidine-1-carboxylate